[C@@H]1(CC=CCC1)C(=O)[O-] (R)-3-cyclohexene-1-carboxylate